FC1=CC2=C(C=C1)C1C(CN(CC1)C(=O)C1=CC(=[NH+]C=C1C)C(=O)N1CCC(CC1)(C#N)C1=CC=CC=C1)O2 1-[4-(7-fluoro-3,4,4a,9a-tetrahydro-1H-benzofuro[2,3-c]pyridine-2-carbonyl)-5-methyl-pyridin-1-ium-2-carbonyl]-4-phenyl-piperidine-4-carbonitrile